[C-]#N.C(CCCCCCCCCCC)[N+]1(CCCCC1)CCC 1-Dodecyl-1-propylpiperidinium cyanid